(R)-3-(4-fluorophenyl)-β-alanine FC1=CC=C(C=C1)[C@H](N)CC(=O)O